(R)-10-((5-chloro-2-((1R,5S,7S)-7-hydroxy-3-oxa-9-azabicyclo[3.3.1]nonan-9-yl)pyrimidin-4-yl)amino)-2-cyclopropyl-7-methyl-1,2,3,4-tetrahydro-[1,4]oxazepino[2,3-c]quinolin-6(7H)-one ClC=1C(=NC(=NC1)N1[C@H]2COC[C@@H]1CC(C2)O)NC2=CC=1C3=C(C(N(C1C=C2)C)=O)OCC[C@@H](N3)C3CC3